N-(4-(5-cyclobutyl-2-(4-fluorophenyl)-4,5,6,7-tetrahydropyrazolo[1,5-a]pyrazin-3-yl)pyridin-2-yl)acetamide C1(CCC1)N1CC=2N(CC1)N=C(C2C2=CC(=NC=C2)NC(C)=O)C2=CC=C(C=C2)F